CC1=C(C=CC=C1)C1=CC=C(C=C1)C(=O)N1[C@@H](CC(C1)=O)C(=O)O 1-(2'-methyl-1,1'-biphenyl-4-yl)carbonyl-4-oxo-L-proline